1,3,4,6,7,8-hexahydro-2H-pyrimido[1,2-a]pyrimidine N1C=2N(CCC1)CCCN2